CN(C(=O)[C@@H]1C[C@@H](C[NH2+]1)SC1=C(N2C([C@@H]([C@H]2[C@H]1C)[C@H](C)O)=O)C(=O)[O-])C (4R,5S,6S)-3-(((3S,5S)-5-(dimethylcarbamoyl)pyrrolidin-1-ium-3-yl)thio)-6-((S)-1-hydroxyethyl)-4-methyl-7-oxo-1-azabicyclo[3.2.0]hept-2-ene-2-carboxylate